14-hydroxyeicos-11-enoic acid OC(CC=CCCCCCCCCCC(=O)O)CCCCCC